cis-tert-butyl (1S,5R)-3-(3-cyanocyclobutyl)-2-oxo-3,6-diazabicyclo[3.1.1]heptane-6-carboxylate C(#N)[C@H]1C[C@H](C1)N1C([C@H]2N([C@@H](C1)C2)C(=O)OC(C)(C)C)=O